4-[5-(1-ethyl-3-methyl-1H-pyrazol-5-yl)-4H-1,2,4-triazol-3-yl]-1-[2-(4-methoxypiperidin-1-yl)ethyl]-1H-indazole-6-carboxamide C(C)N1N=C(C=C1C=1NC(=NN1)C1=C2C=NN(C2=CC(=C1)C(=O)N)CCN1CCC(CC1)OC)C